F[C@H]1C[C@@H](N2C1=NN(C2=O)C2CC(C2)C2=CC=CC=C2)C2=NC=CN=C2 (5R,7S)-7-fluoro-2-((1r,3S)-3-phenylcyclobutyl)-5-(pyrazin-2-yl)-2,5,6,7-tetrahydro-3H-pyrrolo[2,1-c][1,2,4]triazol-3-one